1,3-Dihydrofuro[3,4-c]pyridine-4,7-diamine C1OCC=2C(=NC=C(C21)N)N